methyl 4-(4,4-difluoroazepan-1-yl)-6-methyl-2-(trifluoromethyl)pyrimidine-5-carboxylate FC1(CCN(CCC1)C1=NC(=NC(=C1C(=O)OC)C)C(F)(F)F)F